FC1(CC(CN(C1)C)N(C(C(F)(F)F)=O)C=1C=NN(C1)C)F (5,5-difluoro-1-methylpiperidin-3-yl)-2,2,2-trifluoro-N-(1-methyl-1H-pyrazol-4-yl)acetamide